(2-(4-(9H-carbazol-9-yl)-6-chloro-1,3,5-triazin-2-yl)phenyl)-9H-carbazole C1=CC=CC=2C3=CC=CC=C3N(C12)C1=NC(=NC(=N1)Cl)C1=C(C=CC=C1)C1=CC=CC=2C3=CC=CC=C3NC12